N5-(tert-butyl)-N7-((R)-1-methoxyprop-2-yl)-2-(1-(tetrahydro-2H-pyran-2-yl)-1H-pyrazol-5-yl)thieno[3,2-b]pyridine-5,7-diamine C(C)(C)(C)NC1=CC(=C2C(=N1)C=C(S2)C2=CC=NN2C2OCCCC2)N[C@@H](COC)C